C1(CCC1)S(=O)(=O)C1=C(C(=C(C(=O)NCC=2C(NC(=CC2C)C)=O)C=C1)C)N(C1CCOCC1)CC (cyclobutylsulfonyl)-N-((4,6-dimethyl-2-oxo-1,2-dihydropyridin-3-yl)methyl)-3-(ethyl-(tetrahydro-2H-pyran-4-yl)amino)-2-methylbenzamide